1-benzoylcyclohexan C(C1=CC=CC=C1)(=O)C1CCCCC1